N-{5-[2-(2-chloro-4-fluorophenyl)acetamido]pyridazin-3-yl}-N-(3-fluorophenyl)acetamide ClC1=C(C=CC(=C1)F)CC(=O)NC=1C=C(N=NC1)N(C(C)=O)C1=CC(=CC=C1)F